C(#N)N[S@@](=O)(=NC(NC1=C2C(=NC3=C1CCC3)[C@@H](CC2)C)=O)C=2SC=C(C2)C(C)(C)O (S,R) or (S,S)-N-cyano-4-(2-hydroxypropan-2-yl)-N'-(((R)-3-methyl-1,2,3,5,6,7-hexahydro-dicyclopenta[b,e]pyridin-8-yl)carbamoyl)thiophene-2-sulfonimidamide